tert-butyl (2-(6-chloro-3-((3,4-dichlorobenzyl)amino)-9H-carbazol-1-yl)ethyl)carbamate ClC=1C=C2C=3C=C(C=C(C3NC2=CC1)CCNC(OC(C)(C)C)=O)NCC1=CC(=C(C=C1)Cl)Cl